COC(C(C)(C)C1=CC(=CC=C1)CCCO)=O (3-(3-hydroxypropyl)phenyl)-2-methylpropanoic acid methyl ester